C(CC=CCCCCCCCC)(=O)[O-].[Zn+2].C(CC=CCCCCCCCC)(=O)[O-] zinc 3-dodecenate